C(C)[C@@H]1N(C[C@H](N(C1)C(C)C=1C=NC(=NC1)N1CCOCC1)CC)C=1C2=C(N(C(N1)=O)C)C=CC(=N2)C#N 4-((2S,5R)-2,5-diethyl-4-(1-(2-morpholinylpyrimidin-5-yl)ethyl)piperazin-1-yl)-1-methyl-2-oxo-1,2-dihydropyrido[3,2-d]Pyrimidine-6-carbonitrile